trimethylplatinum C[Pt](C)C